1-(8-(((5,6-dichloro-1H-benzo[d]imidazol-2-yl)methyl)(4-methoxybenzyl)amino)-3-(trifluoromethyl)imidazo[1,2-b]pyridazin-6-yl)azetidine-3-carbonitrile ClC1=CC2=C(NC(=N2)CN(C=2C=3N(N=C(C2)N2CC(C2)C#N)C(=CN3)C(F)(F)F)CC3=CC=C(C=C3)OC)C=C1Cl